CC1=C(C(=C(C=C1)N=C=O)C)C trimethylphenylisocyanate